CC1=CC=CC(=N1)C1=C(N=CN1)C=1C=C2C=C(C=NC2=CC1)C1=CC(=NC=C1)C(=O)OC1CCNCC1 4-piperidyl 4-[6-[5-(6-methyl-2-pyridyl)-1H-imidazol-4-yl]-3-quinolyl]pyridine-2-carboxylate